(7R,14R)-11-(4-(3-aminooxetan-3-yl)phenyl)-1-ethynyl-6-(methyl-d3)-6,7-dihydro-7,14-methanobenzo[f]benzo[4,5]imidazo[1,2-a][1,4]diazocin-5(14H)-one NC1(COC1)C1=CC=C(C=C1)C1=CC2=C(N=C3N2[C@H]2C4=C(C(N([C@@H]3C2)C([2H])([2H])[2H])=O)C=CC=C4C#C)C=C1